BrC1=C(N)C=C(C(=C1)N1CCNCC1)C#N 2-bromo-5-cyano-4-(piperazin-1-yl)aniline